C(C1=CC=CC=C1)(=O)NC1=CC=CC=C1 BENZANILIDE